FC1=C(C=CC(=C1)C)C=1N(C(=C(C1C(=O)N)C(C)C)C1=C2C(=NC=C1)NC=C2)COCC[Si](C)(C)C 2-(2-fluoro-4-methylphenyl)-4-(propan-2-yl)-5-(1H-pyrrolo[2,3-b]pyridin-4-yl)-1-{[2-(trimethylsilyl)ethoxy]methyl}-1H-pyrrole-3-carboxamide